C(#N)C1=NC=CC(=C1)C=1C(=C2CCCC2=CC1)NC(=O)NS(=O)(=O)C=1N=CC(N(C1)C(C)C)=O N-((5-(2-cyanopyridin-4-yl)-2,3-dihydro-1H-inden-4-yl)carbamoyl)-4-isopropyl-5-oxo-4,5-dihydropyrazine-2-sulfonamide